FC1=C(C=CC=C1C(F)(F)F)[C@](C([2H])([2H])[2H])([2H])NC(=O)C1=NN(C(C=C1)=O)C=1C=NC=C(C1)C1=CN=NN1C (R)-N-(1-(2-fluoro-3-(trifluoromethyl)phenyl)ethyl-1,2,2,2-d4)-1-(5-(1-methyl-1H-1,2,3-triazol-5-yl)pyridin-3-yl)-6-oxo-1,6-dihydropyridazine-3-carboxamide